4-(4-((1R,5S)-3,8-diazabicyclo[3.2.1]octan-3-yl)-8-fluoro-2-(((2R,7aS)-2-fluorotetrahydro-1H-pyrrolizin-7a(5H)-yl)methoxy)quinazolin-7-yl)-5-ethylnaphthalen-2-ol [C@H]12CN(C[C@H](CC1)N2)C2=NC(=NC1=C(C(=CC=C21)C2=CC(=CC1=CC=CC(=C21)CC)O)F)OC[C@]21CCCN1C[C@@H](C2)F